6-chloro-N-(5-chloro-1-(difluoromethyl)-1H-pyrazol-4-yl)-1H-indole-3-sulfonamide ClC1=CC=C2C(=CNC2=C1)S(=O)(=O)NC=1C=NN(C1Cl)C(F)F